4-(5-chloro-2-methoxyphenyl)-N-(5-(4-cyanophenyl)-4,5,6,7-tetrahydrothiazolo[5,4-c]pyridin-2-yl)-6-methylnicotinamide ClC=1C=CC(=C(C1)C1=CC(=NC=C1C(=O)NC=1SC=2CN(CCC2N1)C1=CC=C(C=C1)C#N)C)OC